5,10,15,20-tetrabromophenyl-porphyrin BrC=1C=CC=C(C1)C1=C2NC(=C1)C=C1C=CC(=N1)C(=C1C=CC(N1)=C(C=1C=CC(N1)=C2Br)Br)Br